CC1=C(OC=2C(=CC(N(C2)C)=O)C=2C3=C(C(N(C2)C)=O)NC(=C3)C3=CC=NC=C3)C(=CC=C1)C 4-(5-(2,6-dimethylphenoxy)-1-methyl-2-oxo-1,2-dihydropyridin-4-yl)-6-methyl-2-(pyridin-4-yl)-1,6-dihydro-7H-pyrrolo[2,3-c]pyridin-7-one